1,2,3,5-tetrakis(mercaptomethyl)benzene SCC1=C(C(=CC(=C1)CS)CS)CS